4-(4-(5-(((1R,4R,5R,6R)-6-fluoro-1,2,4-trimethyl-2-azabicyclo[2.2.2]octan-5-yl)oxy)-1,3,4-thiadiazol-2-yl)-3-hydroxyphenyl)-1-methyl-1,3,5-triazin-2(1H)-one F[C@H]1[C@@H]([C@]2(CN([C@@]1(CC2)C)C)C)OC2=NN=C(S2)C2=C(C=C(C=C2)C2=NC(N(C=N2)C)=O)O